(3R,4R)-4-{[5-(2,4-difluoro-phenyl)-isoxazole-3-carbonyl]-amino}-1-(3-methoxy-cyclohexyl)-piperidine-3-carboxylic acid dimethylamide CN(C(=O)[C@@H]1CN(CC[C@H]1NC(=O)C1=NOC(=C1)C1=C(C=C(C=C1)F)F)C1CC(CCC1)OC)C